[2H]C1=C(C(=C(C=C1)C(=O)C)[2H])[2H] acetophenone-D3